(2,5-dioxopyrrolidin-1-yl) 3-(3-methyl-2,5-dioxo-pyrrol-1-yl)propanoate CC=1C(N(C(C1)=O)CCC(=O)ON1C(CCC1=O)=O)=O